tert-butyl (5-bromo-2-chlorophenyl)carbamate BrC=1C=CC(=C(C1)NC(OC(C)(C)C)=O)Cl